4-bromo-5-chloro-N-(8,9-difluoro-6-oxo-1,4,5,6-tetrahydro-2H-pyrano[3,4-c]isoquinolin-1-yl)-N-methyl-1H-pyrrolo[2,3-c]pyridine-2-carboxamide BrC1=C2C(=CN=C1Cl)NC(=C2)C(=O)N(C)C2COCC=1NC(C=3C=C(C(=CC3C12)F)F)=O